COC1=C(C=CC(=C1)C(F)(F)F)C1=C(C=C(O1)C(=O)C1CN2C(CCC2CC1)=O)C 6-(5-(2-methoxy-4-(trifluoromethyl)phenyl)-4-methylfuran-2-carbonyl)hexahydroindolizin-3(2H)-one